6-methyl-1,3-benzodioxole-5-carbaldehyde CC=1C(=CC2=C(OCO2)C1)C=O